3-[1-(2-hydroxy-4,6-dimethylphenyl)-3-(trifluoromethyl)pyrazol-4-yl]propanoate OC1=C(C(=CC(=C1)C)C)N1N=C(C(=C1)CCC(=O)[O-])C(F)(F)F